1,2-bis(2-pyridyl)ethane-1,2-dione N1=C(C=CC=C1)C(C(=O)C1=NC=CC=C1)=O